(R)-1-[(S)-2-[bis(1-naphthyl)phosphino]ferrocenyl]ethyl-di-t-butylphosphine C1(=CC=CC2=CC=CC=C12)P(C=1[C-](C=CC1)[C@@H](C)P(C(C)(C)C)C(C)(C)C)C1=CC=CC2=CC=CC=C12.[CH-]1C=CC=C1.[Fe+2]